ClC1=CC=C(C=C1)C1=CC=CC=2C3=CC=CC=C3C(C12)(C)C 1-(4-chlorophenyl)-9,9-dimethyl-9H-fluorene